(2E)-3-(4-tert-butylphenyl)-3-(2-chloropyridin-4-yl)-1-(morpholin-4-yl)prop-2-en-1-one C(C)(C)(C)C1=CC=C(C=C1)\C(=C/C(=O)N1CCOCC1)\C1=CC(=NC=C1)Cl